o-methoxybenzenesulfonamide COC1=C(C=CC=C1)S(=O)(=O)N